ethyl 4,4-difluoro-3-oxo-2-piperidin-1-ylmethylenebutyrate FC(C(C(C(=O)OCC)=CN1CCCCC1)=O)F